[Cu].[Ga].[Pt] platinum-gallium-copper